S(=O)(=O)(C1=CC=C(C)C=C1)N\N=C/C1N(CCN(C1)C(=O)OCC1=CC=CC=C1)C(=O)OC(C)(C)C 4-benzyl 1-(tert-butyl) (Z)-2-((2-tosylhydrazineylidene)methyl)piperazine-1,4-dicarboxylate